7-methoxy-1-methyl-2-oxo-4-[4-(phenylthio)piperidin-1-yl]-1,2-dihydroquinoline-3-carbonitrile COC1=CC=C2C(=C(C(N(C2=C1)C)=O)C#N)N1CCC(CC1)SC1=CC=CC=C1